gamma-Glutamyl-3-(2-methylenecyclopropyl)alanine N[C@@H](CCC(=O)N[C@@H](CC1C(C1)=C)C(=O)O)C(=O)O